tert-butyl 6-bromo-4h-spiro[benzo[d][1,3]dioxine-2,4'-piperidine]-1'-carboxylate BrC1=CC2=C(OC3(CCN(CC3)C(=O)OC(C)(C)C)OC2)C=C1